benzyl (2s)-2-(cyanomethyl)-4-(6-fluoro-7-(6-fluorobenzofuran-7-yl)-1-(M)-(2-isopropyl-4-methylpyridin-3-yl)-2-oxo-1,2-dihydropyrido[2,3-d]pyrimidin-4-yl)piperazine-1-carboxylate C(#N)C[C@@H]1N(CCN(C1)C=1C2=C(N(C(N1)=O)C=1C(=NC=CC1C)C(C)C)N=C(C(=C2)F)C2=C(C=CC=1C=COC12)F)C(=O)OCC1=CC=CC=C1